(5-phenylpent-1-yn-1-yl)furan-2-carbaldehyde Oxime C1(=CC=CC=C1)CCCC#CC1=C(OC=C1)C=NO